rac-(3aR,4R,4aR,9bS,9cR)-2-amino-7,9-dimethoxy-4a-(4-methoxyphenyl)-4-phenyl-4,4a,9b,9c-tetrahydro-3aH-benzofuro[3',2':3,4]cyclopenta[1,2-d]oxazol-9b-ol NC=1O[C@@H]2[C@H](N1)[C@H]([C@]1([C@@]2(C2=C(O1)C=C(C=C2OC)OC)O)C2=CC=C(C=C2)OC)C2=CC=CC=C2 |r|